CC=1C=2N(C=C(N1)C)N=C(C2)C=2N=C1N(C(C2)=O)C=C(C=C1)C=1CCN(CC1)CC 2-(4,6-dimethylpyrazolo[1,5-a]pyrazin-2-yl)-7-(1-ethyl-1,2,3,6-tetrahydropyridin-4-yl)-4H-pyrido[1,2-a]pyrimidin-4-one